6-(1-((4-fluorophenyl)sulfonyl)piperidin-4-yl)-7-methyl-[1,2,4]triazolo[1,5-a]pyridine FC1=CC=C(C=C1)S(=O)(=O)N1CCC(CC1)C=1C(=CC=2N(C1)N=CN2)C